IC=1C=C(C=CC1)C1=CC=C2C(=N1)C(=NN2C)[N+](=O)[O-] 5-(3-iodophenyl)-1-methyl-3-nitro-1H-pyrazolo[4,3-b]pyridine